B([O-])([O-])[O-].CC(C(=O)O)(C(=O)O)F.CC(C(=O)O)(C(=O)O)F.[Li+].[Li+].[Li+] lithium bis(2-methyl-2-fluoro-malonic acid) borate